3,6-diazabicyclo[3.2.0]heptane C12CNCC2NC1